6-(cyclopropoxy)imidazo[1,2-a]pyridine C1(CC1)OC=1C=CC=2N(C1)C=CN2